N1C=C(C2=CC=CC=C12)C1=C(C=NC2=CN=CC=C12)C#N 4-(1H-indol-3-yl)-1,7-naphthyridine-3-carbonitrile